6-bromo-2,4-dichloro-3,4-dihydroquinazoline BrC=1C=C2C(NC(=NC2=CC1)Cl)Cl